(E)-Ethyl 3-((3S,7aS)-7a-(((tert-butyldiphenylsilyl)oxy)methyl)hexahydro-1H-pyrrolizin-3-yl)acrylate [Si](C1=CC=CC=C1)(C1=CC=CC=C1)(C(C)(C)C)OC[C@]12CCCN2[C@@H](CC1)/C=C/C(=O)OCC